2-(diphenylphosphino)ferrocene C1(=CC=CC=C1)P(C=1[CH-]C=CC1)C1=CC=CC=C1.[CH-]1C=CC=C1.[Fe+2]